2-bromo-N-(3-fluoro-4-nitrophenyl)acetamide BrCC(=O)NC1=CC(=C(C=C1)[N+](=O)[O-])F